(L)-Alanine N[C@@H](C)C(=O)O